C(CCC)[C@@H]1N([C@H](C2=CC=C(C=C2C1)OC)C1=CC=C(C=C1)F)C(C#C[Si](C)(C)C)=O 1-((1S,3S)-3-butyl-1-(4-fluorophenyl)-6-methoxy-3,4-dihydroisoquinolin-2(1H)-yl)-3-(trimethylsilyl)prop-2-yn-1-one